FC1=C(C2=C(C(=N1)OC)N=C(S2)NC(=O)N2C[C@@]1(CCOC1)CC2)C2CCOCC2 (5S)-N-[6-fluoro-4-methoxy-7-(oxan-4-yl)-[1,3]thiazolo[4,5-c]pyridin-2-yl]-2-oxa-7-azaspiro[4.4]nonane-7-carboxamide